rac-5-{2-[(2R,5S)-5-methyl-2-[6-(methylamino)pyridin-3-yl]piperidin-1-yl]-2-oxoacetamido}pyridine-3-carboxamide C[C@H]1CC[C@@H](N(C1)C(C(=O)NC=1C=C(C=NC1)C(=O)N)=O)C=1C=NC(=CC1)NC |r|